8-(4-Acrylamidopyridin-2-yl)-2-((2-fluoro-4-(4-methylpiperazin-1-yl)phenyl)amino)quinazoline-7-carboxamide C(C=C)(=O)NC1=CC(=NC=C1)C=1C(=CC=C2C=NC(=NC12)NC1=C(C=C(C=C1)N1CCN(CC1)C)F)C(=O)N